C(CCCCCCCCCCC)OC1=CSC=C1OCCCCCCCCCCCC 3,4-didodecyloxy-thiophene